OC(COC1=CC=C(C=C1)C(C)(C)C1=CC=C(C=C1)OCC(COC(C=C)=O)O)COC(C=C)=O 2,2-Bis[4-(2-hydroxy-3-acryloxypropoxy)phenyl]propane